O=C1N(CC2=C(C=CC=C12)N1CCC(CC1)CN1CCNCC1)C1C(NC(CC1)=O)=O 3-[1-oxo-4-[4-(piperazin-1-ylmethyl)piperidin-1-yl]-3H-isoindol-2-yl]piperidine-2,6-dione